5-[4-(tert-butoxycarbonyl)piperazin-1-yl]-2-methoxyquinoline-8-carboxylic acid C(C)(C)(C)OC(=O)N1CCN(CC1)C1=C2C=CC(=NC2=C(C=C1)C(=O)O)OC